N[C@H](C(=O)N)CCC (2S)-2-aminopentanamide